2-(6-azaspiro[2.5]octan-6-yl)-6-((1-hydroxy-2-methyl-2-propanyl)amino)-N-(6-((1-hydroxy-2-methyl-2-propanyl)amino)-2-pyridinyl)-3-pyridinecarboxamide C1CC12CCN(CC2)C2=NC(=CC=C2C(=O)NC2=NC(=CC=C2)NC(CO)(C)C)NC(CO)(C)C